4-fluoro-7-nitro-1-(benzenesulfonyl)-1H-indole FC1=C2C=CN(C2=C(C=C1)[N+](=O)[O-])S(=O)(=O)C1=CC=CC=C1